1-(N-indolyl)-3-methylenehepta-4,6-diene N1(C=CC2=CC=CC=C12)CCC(C=CC=C)=C